C(C)(C)(C)OC(=O)N1CCN(CC1)C=1C=CC(=NC1)C(=O)O 5-(4-(tert-butyloxycarbonyl)piperazin-1-yl)picolinic acid